tert-butyl-(3S,4R)-3-cyano-4-phenylpyrrolidine C(C)(C)(C)N1C[C@H]([C@@H](C1)C1=CC=CC=C1)C#N